benzyl 4-hydroxy-1-oxo-2,8-diazaspiro[4.5]decane-8-carboxylate OC1CNC(C12CCN(CC2)C(=O)OCC2=CC=CC=C2)=O